methyl-2-(4-nitrophenyl)ethan-1-amine CC(CC1=CC=C(C=C1)[N+](=O)[O-])N